C(C=C)C1(N(C(C2=CC(=CC(=C12)Br)F)=O)CC1=CC=C(C=C1)OC)C(=O)OC methyl 1-allyl-7-bromo-5-fluoro-2-[(4-methoxyphenyl)methyl]-3-oxo-isoindoline-1-carboxylate